ClC=1C(=C(C=CC1)NC1=NC=CC2=C(C(=CC=C12)C)N1CNC(C2=C1C(=NC=C2)C(=O)N)=O)F 1-(1-((3-chloro-2-fluorophenyl)amino)-6-methylisoquinolin-5-yl)-4-oxo-3,4-dihydropyrido[3,4-d]pyrimidine-8-carboxamide